N3-(4-(4-cyclohexanylpiperazin-1-yl)phenyl)-1-(6,7-dihydro-5H-benzo[6,7]cyclohepta[1,2-c]pyridazin-3-yl)-1H-1,2,4-triazole-3,5-diamine C1(CCCCC1)N1CCN(CC1)C1=CC=C(C=C1)NC1=NN(C(=N1)N)C1=CC2=C(N=N1)C1=C(CCC2)C=CC=C1